(2-fluoro-4-(pyrrolidin-2-yl)phenyl)-N-methylbenzo[d]imidazo[2,1-b]thiazole-7-carboxamide hydrochloride Cl.FC1=C(C=CC(=C1)C1NCCC1)C=1N=C2SC3=C(N2C1)C=CC(=C3)C(=O)NC